NC1=NC(=NC(=N1)OC1=CC(=CC=C1)N)NC1=CC=C(C#N)C=C1 4-((4-amino-6-(3-aminophenoxy)-1,3,5-triazin-2-yl)amino)benzonitrile